(S)-3-(4-bromobenzo[b]thiophene-2-yl)-2-((R)-1-(tert-butoxycarbonyl)pyrrolidin-3-yl)propanoic acid BrC1=CC=CC=2SC(=CC21)C[C@H](C(=O)O)[C@@H]2CN(CC2)C(=O)OC(C)(C)C